C(=O)(O)C1=CC=2C(=C[Se]C2)C=C1 5-carboxy-benzo[c]selenophene